COC[Zr] methoxymethylzirconium